6-chloro-7-(2,3-dihydrobenzofuran-5-yl)-3,7-dihydro-4H-pyrrolo[2,3-d]pyrimidin-4-one ClC1=CC2=C(N=CNC2=O)N1C=1C=CC2=C(CCO2)C1